3'-Methylbiphenyl-3-ol CC=1C=C(C=CC1)C1=CC(=CC=C1)O